FC=1C=C(C=C(C1)C1=CC(=CC=C1)OC(F)(F)F)[C@H](CC(=O)OCC)NC(=O)NC=1C(N(C=CC1O)C)=O Ethyl (S)-3-(5-Fluoro-3'-(trifluoromethoxy)biphenyl-3-yl)-3-(3-(4-hydroxy-1-methyl-2-oxo-1,2-dihydropyridin-3-yl)ureido)propanoat